C(C)OC1=C(C=CC=C1)NC(=O)N1CCNCC1 N-(2-ethoxyphenyl)piperazine-1-carboxamide